CNC(O[C@H](COCCCCCCCCCCCCCCCCCCCCCC)CO)=O (S)-1-(docosyloxy)-3-hydroxypropan-2-yl methylcarbamate